C(C)OC(=O)C=1C(=CC=C2C(=C(NC12)C)C(=C)C1=CC(=C(C(=C1)OC)OC)OC)OC 6-methoxy-2-methyl-3-(1-(3,4,5-trimethoxyphenyl)vinyl)-1H-indole-7-carboxylic acid ethyl ester